amino-2-deoxy-α-D-glucose N[C@@]1(O)C[C@@H](O)[C@H](O)[C@H](O1)CO